OC1=CC=C2C3=C(COC2=C1)C=C(C=C3)O 3,8-dihydroxyl-6H-benzo[c]chromene